2-(6-(((1s,2s,3r,5r)-2-fluoro-9-azabicyclo[3.3.1]non-3-yl)oxy)pyridazin-3-yl)-5-(1-methyl-1H-pyrazol-4-yl)phenol F[C@H]1[C@@H]2CCC[C@H](C[C@H]1OC1=CC=C(N=N1)C1=C(C=C(C=C1)C=1C=NN(C1)C)O)N2